O1CCN(CC1)CCN1N=CC2=CC=C(C=C12)C(=O)O 1-(2-morpholinoethyl)-1H-indazole-6-carboxylic Acid